hydroxyethylamino-3-methyl-2-nitrobenzene OCCNC1=C(C(=CC=C1)C)[N+](=O)[O-]